C1(CC1)C(=O)C=1C=NC(=NC1)N1[C@@H](C2=C(CC1)NC=N2)C2=NN1C(C(=CC=C1)F)=C2 (S)-cyclopropyl(2-(4-(4-fluoropyrazolo[1,5-a]pyridin-2-yl)-1,4,6,7-tetrahydro-5H-imidazo[4,5-c]pyridin-5-yl)pyrimidin-5-yl)methanone